C(/C)=C\1/CC2C3CC4=CC=CC=C4OC3C1C2 (E)-3-ethylidene-2,3,4,4a,9,9a-hexahydro-1H-1,4-methanoxanthene